5-chloro-2-((2-ethyl-4-fluoro-phenyl)amino)-benzoic acid ClC=1C=CC(=C(C(=O)O)C1)NC1=C(C=C(C=C1)F)CC